(S)-2-(4-(6-((2-cyanothiazol-4-yl)methoxy)pyridin-2-yl)-2,5-difluorobenzyl)-1-(oxetan-2-ylmethyl)-1H-benzo[d]imidazole-6-carboxylic acid C(#N)C=1SC=C(N1)COC1=CC=CC(=N1)C1=CC(=C(CC2=NC3=C(N2C[C@H]2OCC2)C=C(C=C3)C(=O)O)C=C1F)F